N-((1R,4R,5S)-2-cyano-2-azabicyclo[2.1.1]hexan-5-yl)-5-(2-phenoxyphenyl)-1H-pyrazole-3-carboxamide C(#N)N1[C@H]2[C@H]([C@@H](C1)C2)NC(=O)C2=NNC(=C2)C2=C(C=CC=C2)OC2=CC=CC=C2